N-(2-chloro-4-(trifluoromethyl)phenyl)-2-(2-(3,6-dihydro-2H-pyran-4-yl)-5-ethyl-6-(4-((3-hydroxypyridin-2-yl)oxy)phenyl)-7-oxo-[1,2,4]triazolo[1,5-a]pyrimidin-4(7H)-yl)acetamide ClC1=C(C=CC(=C1)C(F)(F)F)NC(CN1C=2N(C(C(=C1CC)C1=CC=C(C=C1)OC1=NC=CC=C1O)=O)N=C(N2)C=2CCOCC2)=O